4-(5-(3,5-dimethylisoxazol-4-yl)-1-(1-(2-hydroxy-2-methylpropyl)-3-methyl-1H-pyrazol-4-yl)-1H-pyrrolo[2,3-b]pyridin-3-yl)-3-(trifluoromethoxy)benzoic acid CC1=NOC(=C1C=1C=C2C(=NC1)N(C=C2C2=C(C=C(C(=O)O)C=C2)OC(F)(F)F)C=2C(=NN(C2)CC(C)(C)O)C)C